C1(=CC=CC=C1)C1=NC2=CC=CC=C2C(C1OC(=O)C(C)(C)C)=O 2-phenyl-3-tert-butylcarbonyloxy-quinolin-4-one